2-[2-[3-bromo-2-(trifluoromethyl)phenoxy]-7-azaspiro[3.5]nonan-7-yl]-N-[3-(2,6-dioxo-3-piperidyl)-1-methyl-indazol-6-yl]acetamide BrC=1C(=C(OC2CC3(C2)CCN(CC3)CC(=O)NC3=CC=C2C(=NN(C2=C3)C)C3C(NC(CC3)=O)=O)C=CC1)C(F)(F)F